5-(1-(2-(1-adamantyl)-2-propoxycarbonyl)ethoxycarbonyl)-7-oxo-bicyclo[2.2.1]Hept-2-ene C12(CC3CC(CC(C1)C3)C2)C(C)(C)OC(=O)C(C)OC(=O)C2C3C=CC(C2)C3=O